[4-[3-[[tert-butyl(dimethyl)silyl]oxymethyl]-1-(2-methoxyethyl)pyrazol-4-yl]-2,3-difluoro-phenyl] trifluoromethanesulfonate FC(S(=O)(=O)OC1=C(C(=C(C=C1)C=1C(=NN(C1)CCOC)CO[Si](C)(C)C(C)(C)C)F)F)(F)F